amino-phosphorylcholine NP(=O)=C(O)C[N+](C)(C)C